CN1N=CC2=C(C=CC(=C12)CC(=O)O[C@@](C=C)(C\C=C\C(=C)C)C)C#CC (E,R)-3,7-Dimethyl-1,5,7-Octatrien-3-Ol methyl-4-(propan-1-yn-1-yl)-1H-indazole-7-acetate